C(#N)C1=CC=C(C=C1)N1N=NC(=C1)CN1C(O[C@]2(C1)C[C@H](CCC2)CN2C=NC1=C2C=C(C=C1)C#N)=O 1-[((5S,7S)-3-{[1-(4-cyanophenyl)-1H-1,2,3-triazol-4-yl]methyl}-2-oxo-1-oxa-3-azaspiro[4.5]dec-7-yl)methyl]-1H-benzimidazole-6-carbonitrile